(R)-ethyl({[4-hydroxy-1-(8-methoxyquinazolin-4-yl)piperidin-4-yl]methyl})imino-λ6-sulfanone C(C)S(=O)=NCC1(CCN(CC1)C1=NC=NC2=C(C=CC=C12)OC)O